CN(C/C=C/C(=O)OC)CCCN1CCN(CC1)CCCNS(=O)(=O)C1=CC=C(C=C1)NC(C(F)(F)F)=O methyl (E)-4-[methyl-[3-[4-[3-[[4-[(2,2,2-trifluoroacetyl)amino] phenyl]sulfonylamino]-propyl]piperazin-1-yl]propyl]amino]but-2-enoate